CB1NB(NB(N1)C)C 2,4,6-trimethylborazine